CC(C(C(=O)[O-])C)C(=O)[O-] 3-Methylmethylsuccinate